CC1=CC=C(C=C1)CN1C(C=NC2=CC=CC=C12)=O 1-[(4-methylphenyl)methyl]quinoxaline-2(1H)-one